(2R)-2-(3-{5-Chloro-2-[(oxan-4-yl)amino]pyrimidin-4-yl}-5-oxo-5H,6H,7H-pyrrolo[3,4-b]pyridin-6-yl)-N-[(1S)-1-(3-fluoro-5-methylphenyl)-2-hydroxyethyl]propanamid ClC=1C(=NC(=NC1)NC1CCOCC1)C=1C=C2C(=NC1)CN(C2=O)[C@@H](C(=O)N[C@H](CO)C2=CC(=CC(=C2)C)F)C